tert-butyl 7-((pyridazin-3-yl) methoxy)-3,4-dihydroisoquinoline-2(1H)-carboxylate N1=NC(=CC=C1)COC1=CC=C2CCN(CC2=C1)C(=O)OC(C)(C)C